SCCNC(=O)C=1N=CSC1 N-(2-mercaptoethyl)thiazole-4-carboxamide